[Sn](O)(O)(O)O.[Co] cobalt-tin hydroxide